6-bromo-4-(4-cyclopentanecarbonylpiperazin-1-yl)-1-[5-(difluoromethyl)-1,3,4-thiadiazol-2-yl]indazole Ethyl-(E)-3-(3-fluoro-5-methoxyphenyl)acrylate C(C)OC(\C=C\C1=CC(=CC(=C1)OC)F)=O.BrC1=CC(=C2C=NN(C2=C1)C=1SC(=NN1)C(F)F)N1CCN(CC1)C(=O)C1CCCC1